tert-butyl (1-(4-(4-(4-((3-(dimethylamino)propyl)amino)quinolin-2-yl)phenyl)piperazin-1-yl)-3-methyl-1-oxobutan-2-yl)carbamate CN(CCCNC1=CC(=NC2=CC=CC=C12)C1=CC=C(C=C1)N1CCN(CC1)C(C(C(C)C)NC(OC(C)(C)C)=O)=O)C